O1CC[C@H]2[C@H]1CNC2 (3aR,6aS)-2,3,3a,4,6,6a-hexahydrofuro[2,3-c]pyrrol